CC1=CC=CC=2N(N=NC21)CN(CCO)CCO 2,2'-{[(4-methyl-1H-benzotriazol-1-yl)methyl]imino}diethanol